C1(=CC=C(C=C1)CCCN)CCCN 3,3'-(1,4-phenylene)-di(1-propanamine)